2-(3-pyridin-2-yl-4-hydroxyphenyl)-4,6-diphenyl-1,3,5-triazine N1=C(C=CC=C1)C=1C=C(C=CC1O)C1=NC(=NC(=N1)C1=CC=CC=C1)C1=CC=CC=C1